ClC=1C=CC=2C(=C3N(C2C1C=1C(=NN(C1C)C)C)[C@@H](CN(C3=O)C3=CN(C1=CC=C(C=C31)C(=O)O)C)C)CCCOC=3C=C(C=CC3)C (R)-3-(7-Chloro-4-methyl-1-oxo-10-(3-(m-tolyloxy)propyl)-6-(1,3,5-trimethyl-1H-pyrazol-4-yl)-3,4-dihydropyrazino[1,2-a]indol-2(1H)-yl)-1-methyl-1H-indole-5-carboxylic Acid